OC1=C(C(=CC(=C1S(=O)(=O)NC(CC1=CC=CC=C1)=O)CCCCC)O)C1C(CCC(=C1)C)C(=C)C N-((2,6-dihydroxy-5'-methyl-4-pentyl-2'-(prop-1-en-2-yl)-1',2',3',4'-tetrahydro-[1,1'-biphenyl]-3-yl)sulfonyl)-2-phenylacetamide